C1(CC2C(CC1)O2)CC[Si](CC[Si](OC)(OC)CCC2CC1C(CC2)O1)(OC)OC 1,2-bis[2-(3,4-epoxycyclohexyl)ethyldimethoxysilyl]ethane